CSC1=C(C(N)N)C=C(C=C1)SC 2,5-dimethylthiotoluenediamine